COC1=CC=C(C(=N1)OC[C@@H]1N([C@H]2C[C@H]2C1)C(=O)OC(C)(C)C)[N+](=O)[O-] tert-butyl (1S,3R,5S)-3-{[(6-methoxy-3-nitropyridin-2-yl) oxy] methyl}-2-azabicyclo[3.1.0]hexane-2-carboxylate